FC1=CC(=CC=2CC3(CCN(CC3)C)OC21)C2NC[C@H](CC2)C 7-fluoro-1'-methyl-5-((5S)-5-methylpiperidin-2-yl)-3H-spiro[benzofuran-2,4'-piperidine]